C1(CC1)N1C[C@@H](N(C[C@H]1C)C1CCN(CC1)C1=C(C=C(C(=C1)OC)NC1=NC=NC(=C1)N1OCC[C@@H]1C1=C(C=CC(=C1)F)F)NC(C=C)=O)C N-(2-(4-((2S,5R)-4-cyclopropyl-2,5-dimethylpiperazine-1-yl)piperidine-1-yl)-5-((6-((R)-3-(2,5-difluorophenyl)-isoxazolidine-2-yl)pyrimidine-4-yl)amino)-4-methoxyphenyl)acrylamide